4-(((1R,5S,8s)-benzyl-3-azabicyclo[3.2.1]oct-8-yl)amino)-5-chloro-N-(4-methoxybenzyl)thiophene-2-sulfonamide C(C1=CC=CC=C1)[C@@]12CNC[C@H](CC1)[C@@H]2NC=2C=C(SC2Cl)S(=O)(=O)NCC2=CC=C(C=C2)OC